3-(3-{5-[(R)-(1,3-Dimethyl-azetidin-3-yl)-hydroxy-(4-isopropyl-phenyl)-methyl]-pyridin-3-yl}-[1,2,4]oxadiazol-5-yl)-cyclobutanol CN1CC(C1)(C)[C@@](C=1C=C(C=NC1)C1=NOC(=N1)C1CC(C1)O)(C1=CC=C(C=C1)C(C)C)O